BrC=1C=C2C=CNC(C2=C(C1)SC)=O 6-bromo-8-methylsulfanyl-2H-isoquinolin-1-one